gallium bis(ethyl acetoacetate) monoacetoacetate C(CC(=O)C)(=O)[O-].C(C)CC(CC(=O)[O-])=O.C(C)CC(CC(=O)[O-])=O.[Ga+3]